FC=1C=C(C=C(C1)N1CCC(CC1)C1=CC=CC=C1)CCC#N 3-(3-fluoro-5-(4-phenylpiperidin-1-yl)phenyl)propanenitrile